N-(2,3-Difluoro-4-(2-(((3S,5S)-5-fluoropiperidin-3-yl)amino)-7-oxo-8-(2,2,2-trifluoroethyl)-7,8-dihydropyrido[2,3-d]pyrimidin-6-yl)phenyl)-1-phenylmethanesulfonamide FC1=C(C=CC(=C1F)C1=CC2=C(N=C(N=C2)N[C@@H]2CNC[C@H](C2)F)N(C1=O)CC(F)(F)F)NS(=O)(=O)CC1=CC=CC=C1